zirconium tetrachloride hydroxide [OH-].[Cl-].[Cl-].[Cl-].[Cl-].[Zr+4]